2-Chloro-N-((1-((6,6-difluorospiro[3.3]heptan-2-yl)sulfonyl)piperidin-4-yl)methyl)acetamide ClCC(=O)NCC1CCN(CC1)S(=O)(=O)C1CC2(C1)CC(C2)(F)F